NC1=NC=NC=2N(C3=C(C=C(C=C3C21)C=2C=NC(=CC2)C(F)(F)F)C)CC(=O)N2[C@@H]1C[C@@]1(C[C@H]2C(=O)NC2=NC(=CC=C2)Br)C (1R,3S,5R)-2-(2-(4-amino-8-methyl-6-(6-(trifluoromethyl)pyridin-3-yl)-9H-pyrimido[4,5-b]indol-9-yl)acetyl)-N-(6-bromopyridin-2-yl)-5-methyl-2-azabicyclo[3.1.0]hexane-3-carboxamide